bis(2,2,6,6-tetramethyl-4-piperidyl)-adipate CC1(NC(CC(C1)OC(CCCCC(=O)OC1CC(NC(C1)(C)C)(C)C)=O)(C)C)C